tert-butyl 1,3,4,9-tetrahydro-2H-pyrido[3,4-b]indole-2-carboxylate C1N(CCC2=C1NC1=CC=CC=C21)C(=O)OC(C)(C)C